NC=1C=CC(=C2C(=CN(C12)C(=O)OC(C)(C)C)C(F)F)C tert-butyl 7-amino-3-(difluoromethyl)-4-methyl-1H-indole-1-carboxylate